triethyl 1,1,2-ethane-tricarboxylate C(CC(=O)OCC)(C(=O)OCC)C(=O)OCC